C(C(C)C)C1=CC=C(OC2=C(N=NN2)C(=O)O)C=C1 5-(4-isobutylphenoxy)-1H-1,2,3-triazole-4-carboxylic acid